ClC=1C=NC=C(C1[C@@H](C)OC=1C=C2C(=NNC2=CC1)/C=C/C=1C=CC(=NC1)S(=O)(C)=N)Cl [5-[(E)-2-[5-[(1R)-1-(3,5-dichloro-4-pyridyl)ethoxy]-1H-indazol-3-yl]vinyl]-2-pyridyl]-imino-methyl-oxo-λ6-sulfane